BrC=1C=C(C=CC1)C1=CC(=NO1)C1(C(N(CC1)C)=O)O 3-(5-(3-bromophenyl)isoxazol-3-yl)-3-hydroxy-1-methylpyrrolidin-2-one